BrC1=CN=C2N1N=C(C=C2OCC)Cl 3-bromo-6-chloro-8-ethoxyimidazo[1,2-b]pyridazine